OC1(CCN(CC1)C1=NC=CC(=C1)C(=O)NC1=NC2=C(N1)C(=CC=C2C2CCOCC2)OC)C 2-(4-hydroxy-4-methylpiperidin-1-yl)-N-[7-methoxy-4-(oxan-4-yl)-1H-1,3-benzodiazol-2-yl]pyridine-4-carboxamide